CC1=CC=NN1CC=O 2-(5-methyl-1H-pyrazol-1-yl)ethan-1-one